S(=O)(=O)=NC=1C=C(C=CC1)C1=CC=C(N1)C(=O)O 5-(3-(sulfonylamino)phenyl)-1H-pyrrole-2-carboxylic acid